C1(=CC=CC=C1)C(C)C1=CC=C(C(=O)NCC(=O)N2C(CCC2)C(=O)N)C=C1 1-((4-(1-phenylethyl)benzoyl)glycyl)pyrrolidine-2-carboxamide